2-((7-fluoro-2-methylquinazolin-4-yl)amino)butanoic acid FC1=CC=C2C(=NC(=NC2=C1)C)NC(C(=O)O)CC